OC1=CC=CC=2OC3=CC(=C(C=C3C(C12)=O)O)O L-1,6,7-trihydroxyxanthone